(1S,4R)-5-(difluoromethylene)-2-(4-methoxyphenyl)-2-azabicyclo[2.2.2]octane FC(=C1[C@@H]2CN([C@H](C1)CC2)C2=CC=C(C=C2)OC)F